BrC=1C=C(C=CC1C)NC(CC1CCC1)=O N-(3-bromo-4-methylphenyl)-2-cyclobutylacetamide